FC=1C=C(C=NC1)C1=CC2=C(N=CN(C2=O)[C@H](CO)C)C(=N1)C=1C=NC=C(C1)F (S)-6,8-bis(5-fluoropyridin-3-yl)-3-(1-hydroxyprop-2-yl)pyrido[3,4-d]pyrimidin-4(3H)-one